tert-butyl 4-(1,1-difluoroethyl)piperidine-1-carboxylate FC(C)(F)C1CCN(CC1)C(=O)OC(C)(C)C